F[C@@H]1C[C@]2(CC(CN2C1)=C(C)C)CO ((2R,7aR)-2-fluoro-6-(propan-2-ylidene)tetrahydro-1H-pyrrolizin-7a(5H)-yl)-methanol